The molecule is a prostanoid anion obtained by deprotonation of the three carboxy groups and protonation of the glutamyl alpha-amino group of (R)-PGJ2-S-glutathione conjugate; major species at pH 7.3. It derives from a prostaglandin J2(1-) and a glutathionate(1-). It is a conjugate base of a (R)-PGJ2-S-glutathione conjugate. CCCCC[C@@H](/C=C/[C@@H]1[C@H]([C@@H](CC1=O)SC[C@@H](C(=O)NCC(=O)[O-])NC(=O)CC[C@@H](C(=O)[O-])[NH3+])C/C=C\\CCCC(=O)[O-])O